C1=CC=CC=2C3=CC=CC=C3C(C12)C12CN(CC(NC1)CC2)C(=O)OC Methyl (9H-fluorene-9-yl)3,6-diazabicyclo[3.2.2]nonane-3-carboxylate